NC=1C(=C(C=CC1)C1=NNC2=NC(=NC(=C21)C#N)N2CCC(CC2)(C)NC(OC(C)(C)C)=O)Cl tert-butyl (1-(3-(3-amino-2-chlorophenyl)-4-cyano-1H-pyrazolo[3,4-d]pyrimidin-6-yl)-4-methylpiperidin-4-yl)carbamate